1,1-bis(3-butyl-4-hydroxyphenyl)decane C(CCC)C=1C=C(C=CC1O)C(CCCCCCCCC)C1=CC(=C(C=C1)O)CCCC